C(C)(C)(C)NC(=O)C1=NC(=CC=C1\C=C\OCC)Cl (E)-N-(tert-butyl)-6-chloro-3-(2-ethoxyvinyl)pyridineamide